2,4-di-tert-butylcumyl peroxide C(C)(C)(C)C1=C(C(C)(C)OOC(C)(C)C2=C(C=C(C=C2)C(C)(C)C)C(C)(C)C)C=CC(=C1)C(C)(C)C